(1H-indazol-3-yl)-4,5,6,7-tetrahydro-3H-imidazo[4,5-c]pyridine N1N=C(C2=CC=CC=C12)C1=NC2=C(CNCC2)N1